Benzyl 4-(3-(2-hydroxyphenyl)-9H-pyridazino[3,4-b]indol-6-yl)-3,5',6,6'-tetrahydro-2H-[1,4'-bipyridine]-1'(2'H)-carboxylate OC1=C(C=CC=C1)C1=CC2=C(NC3=CC=C(C=C23)C=2CCN(CC2)C2=CCN(CC2)C(=O)OCC2=CC=CC=C2)N=N1